CNC1COC2=C1C=CC(=C2)OC(F)(F)F N-methyl-6-(trifluoromethoxy)-2,3-dihydrobenzofuran-3-amine